C(C)(=O)[C@@]1([C@@H](O[C@@H]([C@]1(O)C(C)=O)C(O)C(C)=O)N1C=NC=2C(N)=NC=NC12)O 2',3',5'-triacetyl-adenosine